p-methoxyphenyl α-L-rhamnopyranoside O([C@H]1[C@H](O)[C@H](O)[C@@H](O)[C@@H](O1)C)C1=CC=C(C=C1)OC